2-(4-methoxy-6-methylpyrimidin-5-yl)-9-(4-(5-methyl-3-(trifluoromethyl)-1H-pyrazol-1-yl)benzyl)-9H-purine COC1=NC=NC(=C1C1=NC=C2N=CN(C2=N1)CC1=CC=C(C=C1)N1N=C(C=C1C)C(F)(F)F)C